NC=1C=C(C=C(C1)N)C=1OC2=C(N1)C=CC=C2 2-(3,5-diaminophenyl)benzoxazole